chloro(ethyl)dimethylsilane Cl[Si](C)(C)CC